C1(=CC=CC=C1)COCC(C(O)C1=C(C=CC=C1)Cl)O (±)-3-(phenylmethoxy)-1-(2-chlorophenyl)propane-1,2-diol